BrC1=CC=2C(C3=CC(=CC=C3C2C=C1)Br)(CCOCCOC)CCOCCOC 2,7-dibromo-9,9-bis(2-(2-methoxyethoxy)ethyl)-9H-fluorene